1-(1-(tert-butoxycarbonyl)indolin-4-yl)-5-(trifluoromethyl)-1H-pyrazole-4-carboxylic acid C(C)(C)(C)OC(=O)N1CCC2=C(C=CC=C12)N1N=CC(=C1C(F)(F)F)C(=O)O